N-ethyl-N'-(4-(2-(2-fluorophenoxy)acetyl)-2,5-dimethylphenyl)-N-methylformimidamide C(C)N(C=NC1=C(C=C(C(=C1)C)C(COC1=C(C=CC=C1)F)=O)C)C